C(C)N1C(=C(C(C2=CC=CC=C12)=O)C1=CC=C(C=C1)OC1=CC=CC=C1)C 1-ethyl-2-methyl-3-(4-phenoxyphenyl)quinolin-4(1H)-one